C(C1=C(C=CC=C1C=1C=NC=CC1)O)C1=C(C=CC=C1C=1C=NC=CC1)O methylene-bis(3-(pyridin-3-yl)phenol)